tert-butyl 2-chloro-4-((1-(3,4,5-trimethoxyphenyl)-1H-imidazol-4-yl)amino)-5,6-dihydropyrido[3,4-d]pyrimidine-7(8H)-carboxylate ClC=1N=C(C2=C(N1)CN(CC2)C(=O)OC(C)(C)C)NC=2N=CN(C2)C2=CC(=C(C(=C2)OC)OC)OC